(2-oxo-2-(2-oxomorpholino)ethyl)carbamic acid tert-butyl ester C(C)(C)(C)OC(NCC(N1CC(OCC1)=O)=O)=O